C(C)(C)(C)OC(=O)NC1CCC2=C(C(=C(S2)C(=O)OCC)I)C1 ethyl 5-(tert-butoxycarbonylamino)-3-iodo-4,5,6,7-tetrahydrobenzothiophene-2-carboxylate